6-((3S,4R)-3-aminotetrahydro-2H-pyran-4-yl)-2-chloro-N-(furan-2-ylmethyl)-7-vinylthieno[3,2-d]pyrimidin-4-amine N[C@@H]1COCC[C@H]1C1=C(C=2N=C(N=C(C2S1)NCC=1OC=CC1)Cl)C=C